COC1=C(CN2C(N(CCC2=O)C=2C=NN3C2C=C(C=C3)CN3C[C@@H](N(CC3)C3CC2(CN(C2)C)C3)C)=O)C=CC(=C1)OC (S)-3-(2,4-dimethoxybenzyl)-1-(5-((3-methyl-4-(2-methyl-2-azaspiro[3.3]heptan-6-yl)piperazin-1-yl)methyl)pyrazolo[1,5-a]pyridin-3-yl)dihydropyrimidine-2,4(1H,3H)-dione